C(C)(C)(C)OC(NC=1C=NC(=NC1)OC(C)C)=O (2-isopropoxypyrimidin-5-yl)-carbamic acid tert-butyl ester